7-(2-bromo-3-(8-(tert-butyl)-11H-benzo[a]carbazol-11-yl)phenyl)-10-(tert-butyl)-7H-benzo[c]carbazole BrC1=C(C=CC=C1N1C2=CC=C(C=C2C2=CC=C3C(=C12)C=CC=C3)C(C)(C)C)N3C=1C=CC(=CC1C=1C2=C(C=CC31)C=CC=C2)C(C)(C)C